1,3-diethoxytetramethyldisiloxane C(C)O[Si](O[Si](OCC)(C)C)(C)C